C(C)(C)(C)SSC=1OC2=C(N1)C=CC=C2 2-(t-butyldisulfanyl)benzo[d]oxazole